FC1=C(OC2CCN(CC2)C(CNC(=O)C=2N=CN(C2)C2=CC=CC=C2)=O)C=C(C=C1)F 1-Phenyl-1H-imidazole-4-carboxylic acid {2-[4-(2,5-difluoro-phenoxy)-piperidin-1-yl]-2-oxo-ethyl}-amide